C1(=CC=CC=C1)C1SSC=C1 3-phenyl-dithiol